[(1S)-2-[[(1S)-2-amino-2-oxo-1-[[(3S)-2-oxopyrrolidin-3-yl]methyl]ethyl]amino]-1-(cyclopropylmethyl)-2-oxo-ethyl]carbamate NC([C@H](C[C@H]1C(NCC1)=O)NC([C@H](CC1CC1)NC([O-])=O)=O)=O